fluoromalonaldehydic Acid FC(C(=O)O)C=O